(S)-1-(3-cyano-4,6-bis(trifluoromethyl)pyridin-2-yl)-N-(4-fluorophenyl)-N-methylazetidine-2-carboxamide C(#N)C=1C(=NC(=CC1C(F)(F)F)C(F)(F)F)N1[C@@H](CC1)C(=O)N(C)C1=CC=C(C=C1)F